N-[2-amino-5-(4-fluorophenyl)phenyl]-2-piperazin-1-yl-tetralin-6-carboxamide NC1=C(C=C(C=C1)C1=CC=C(C=C1)F)NC(=O)C=1C=C2CCC(CC2=CC1)N1CCNCC1